N1(C=NC=C1)C1=NC=CC=C1 2-(1H-imidazol-1-yl)pyridine